tert-butyl (1-(2-((6-acetylbenzo[d][1,3]dioxol-5-yl)amino)-2-oxoethyl)piperidin-4-yl)carbamate C(C)(=O)C=1C(=CC2=C(OCO2)C1)NC(CN1CCC(CC1)NC(OC(C)(C)C)=O)=O